ClC1=C(C=CC=C1Cl)N1CCN(CC1)CCC1=CC=C(C=C1)OCCCN1CCC(CC1)C 1-(2,3-dichlorophenyl)-4-(4-(3-(4-methylpiperidin-1-yl)propoxy)phenethyl)piperazine